[(5-fluoro-2-methyl-4-pyridyl)sulfanyl]-6-[5-methyl-1-(4-piperidyl)pyrazol-4-yl]pyrazolo[1,5-a]pyridine-3-carbonitrile FC=1C(=CC(=NC1)C)SC1=NN2C(C=CC(=C2)C=2C=NN(C2C)C2CCNCC2)=C1C#N